FC=1C=NN2C1C(C(CC2)C2N1C(C3=CC=CC=C23)=CN=C1)O 3-fluoro-5-(5H-imidazo[5,1-a]isoindol-5-yl)-4,5,6,7-tetrahydropyrazolo[1,5-a]pyridin-4-ol